(2S,3R,4S,5R)-2-[2-chloro-4-(cyclopentyloxy)quinazolin-7-yl]-5-(hydroxymethyl)oxolane-3,4-diol ClC1=NC2=CC(=CC=C2C(=N1)OC1CCCC1)[C@@H]1O[C@@H]([C@H]([C@H]1O)O)CO